ClC=1C(=CC2=C(C[C@](O2)(C2=CC=CC=C2)CNC(OC(C)(C)C)=O)C1C1=C(C(=CC=C1C#N)OCCOC1OCCCC1)F)F tert-butyl (((2S,4R)-5-chloro-4-(6-cyano-2-fluoro-3-(2-((tetrahydro-2H-pyran-2-yl)oxy)ethoxy)phenyl)-6-fluoro-2-phenyl-2,3-dihydrobenzofuran-2-yl)methyl)carbamate